N-(3-(2-((6-(pyrrolidin-3-ylamino)pyridin-3-yl)amino)quinazolin-8-yl)phenyl)acrylamide N1CC(CC1)NC1=CC=C(C=N1)NC1=NC2=C(C=CC=C2C=N1)C=1C=C(C=CC1)NC(C=C)=O